OC(COCC(CCCCCCCCCCCCCC)O)CCCCCCCCCCCCCC 2-hydroxyhexadecyl ether